(R)-2-amino-4-(pentan-2-ylamino)-6-(4-(pyrrolidin-1-ylmethyl)benzyl)pyrimidine NC1=NC(=CC(=N1)N[C@H](C)CCC)CC1=CC=C(C=C1)CN1CCCC1